tert-butyl ((6-(((2-(6-((2R,6S)-2,6-dimethylmorpholino)pyridin-2-yl)-1,6-naphthyridin-7-yl)methyl)carbamoyl)-1-(methylsulfonyl)indolin-4-yl)methyl)carbamate C[C@H]1O[C@H](CN(C1)C1=CC=CC(=N1)C1=NC2=CC(=NC=C2C=C1)CNC(=O)C1=CC(=C2CCN(C2=C1)S(=O)(=O)C)CNC(OC(C)(C)C)=O)C